(1R,5S,6S)-6-((E)-2-methoxyvinyl)-1,5-dimethyl-3-(2-((S)-2-methylazetidin-1-yl)-6-(trifluoromethyl)pyrimidin-4-yl)-3-azabicyclo[3.1.0]hexane CO/C=C/C1[C@@]2(CN(C[C@]12C)C1=NC(=NC(=C1)C(F)(F)F)N1[C@H](CC1)C)C